C[SiH2]O[Si](C)(C)NCCC methylpropylamino-1,1-dimethyl-disiloxane